NCCCCOC=1C=C2CN(C(C2=CC1)=O)C1C(NC(CC1)=O)=O 3-(5-(4-aminobutoxy)-1-oxoisoindolin-2-yl)piperidine-2,6-dione